BrC=1C=CC(N(C1)C1CCCC1)=O 5-bromo-1-cyclopentylpyridin-2(1H)-one